2-(6-(1H-pyrazol-1-yl)pyridin-3-yl)acetic acid methyl ester COC(CC=1C=NC(=CC1)N1N=CC=C1)=O